C(C)(C)(C)OC(=O)N1C2CN(CC1CC2)C=2C1=C(N=C(N2)OCC(OC)OC)C(=C(N=C1)C1=C2C=NNC2=CC=C1C)F tert-butyl-3-[2-(2,2-dimethoxyethoxy)-8-fluoro-7-(5-methyl-1H-indazol-4-yl)pyrido[4,3-d]pyrimidin-4-yl]-3,8-diazabicyclo[3.2.1]octane-8-carboxylate